C(C)(C)(C)OC(=O)NC1(CC1)C1=CC(=C(C=C1)C=1N=C2SC3=C(N2C1)C=CC(=C3)C(=O)O)F 2-(4-(1-((tert-butoxycarbonyl)amino)cyclopropyl)-2-fluorophenyl)benzo[d]imidazo[2,1-b]thiazole-7-carboxylic acid